(2-methoxy-2-oxo-ethyl) 5-methylsulfonyl-4-oxo-1-[4-(trifluoromethoxy)phenyl]cinnoline-3-carboxylate CS(=O)(=O)C1=C2C(C(=NN(C2=CC=C1)C1=CC=C(C=C1)OC(F)(F)F)C(=O)OCC(=O)OC)=O